[14NH2][12C@@H]([12CH2][12CH2][12CH2][14NH][12C]([14NH2])=[14NH])[12C](=O)O [12C6,14N4]arginine